(R)-N6-(benzo[d][1,3]dioxol-5-ylmethyl)-3-(2-hydroxyethyl)-N2-isopropyl-4-(3-(pyridin-3-yl)phenyl)-1,3-dihydro-2H-pyrrolo[3,4-c]pyridine-2,6-dicarboxamide O1COC2=C1C=CC(=C2)CNC(=O)C2=CC1=C(C(=N2)C2=CC(=CC=C2)C=2C=NC=CC2)[C@H](N(C1)C(=O)NC(C)C)CCO